COC(=O)C1=CC(N(C=C1C1=C(C=CC(=C1)C#N)OC)C)=O 5-(5-cyano-2-methoxyphenyl)-1-methyl-2-oxo-1,2-dihydropyridine-4-carboxylic acid methyl ester